(2-ethylhexanoic acid) Zinc (II) [Zn+2].C(C)C(C(=O)O)CCCC